methyl (Z)-3-methoxy-2-[2-methyl-5-[3-(1-methylcyclopropyl)pyrazol-1-yl]phenoxy]prop-2-enoate CO\C=C(\C(=O)OC)/OC1=C(C=CC(=C1)N1N=C(C=C1)C1(CC1)C)C